CC1CC(C1)(C1=NN=CN1C)C=1C=C(C=CC1)C1=CN=C2N(C1=O)C=C(C=C2C(F)(F)F)CN2C[C@H](CCC2)C 3-[3-[3-methyl-1-(4-methyl-4H-1,2,4-triazol-3-yl)cyclobutyl]phenyl]-7-[[(3S)-3-methyl-1-piperidyl]methyl]-9-(trifluoromethyl)pyrido[1,2-a]pyrimidin-4-one